(S)-3-((4-bromo-2-fluorophenoxy)methyl)pyrrolidine-1-carboxylic acid tert-butyl ester C(C)(C)(C)OC(=O)N1C[C@H](CC1)COC1=C(C=C(C=C1)Br)F